(2S,3S,4S)-3-ethyl-4-hydroxy-5-oxopyrrolidin C(C)[C@H]1CNC([C@H]1O)=O